CCCCCCCCCCCCCC(=O)NCCC[N+](C)(C)CC(=O)[O-] N-myristylamidopropyl-N,N-dimethylbetaine